OCC1CC2(CC(C2)NC(OC(C)(C)C)=O)C1 (racemic)-tert-butyl (6-(hydroxymethyl)spiro[3.3]heptan-2-yl)carbamate